BrC=1C=CC2=C(N=C(S2)C2(CC2)CN(C)C)C1 1-(1-(5-bromobenzo[d]thiazol-2-yl)cyclopropyl)-N,N-dimethylmethanamine